Diaminoethoxydipentaerythritol diphosphite OP(O)OP(O)O.NC(COC(O)C(CO)(COCC(CO)(CO)CO)CO)N